1-(6-acetamidospiro[3.3]hept-2-yl)-N-(3-chloro-5-(methylsulfonyl)phenyl)-1H-pyrazole-4-carboxamide C(C)(=O)NC1CC2(CC(C2)N2N=CC(=C2)C(=O)NC2=CC(=CC(=C2)S(=O)(=O)C)Cl)C1